BrC1=CC=C(C=N1)OC1CN(C1)C(C)=O 1-(3-((6-bromopyridin-3-yl)oxy)azetidin-1-yl)ethan-1-one